2-chloro-9-[[2-(methoxymethoxy)-4-[1-methyl-4-(trifluoromethyl)imidazol-2-yl]phenyl]methyl]-7-methyl-purin-8-imine ClC1=NC=C2N(C(N(C2=N1)CC1=C(C=C(C=C1)C=1N(C=C(N1)C(F)(F)F)C)OCOC)=N)C